3-methyl-4-(3-methylenecyclobutyl)-1-(2-trimethylsilylethoxymethyl)benzimidazol-2-one CN1C(N(C2=C1C(=CC=C2)C2CC(C2)=C)COCC[Si](C)(C)C)=O